(S)-α-methyl-L-serine methyl ester hydrochloride Cl.COC([C@@](N)(CO)C)=O